Ethylene Glycol MonoEthyl Ether C(C)OCCO